C1(CC1)OC1=CC(=NC(=N1)C(C)(F)F)NC1=CC(=NC=C1C1=NC=CN=C1)NC(C)=O N-(4-((6-cyclopropoxy-2-(1,1-difluoroethyl)pyrimidin-4-yl)amino)-5-(pyrazin-2-yl)pyridin-2-yl)acetamide